F[C@H]1CN(C[C@@H]1NC1=CC(=C(C=C1)C)C(=O)OC)C(=O)OC(C)(C)C tert-butyl (3S,4S)-3-fluoro-4-((3-(methoxycarbonyl)-4-methylphenyl)amino)pyrrolidine-1-carboxylate